C1(CC1)C1=NN(C=N1)C1CC2(CN(C2)C(=O)N2N=CN=C2)C1 (6-(3-cyclopropyl-1H-1,2,4-triazol-1-yl)-2-azaspiro[3.3]heptan-2-yl)(1H-1,2,4-triazol-1-yl)methanone